3-bromo-1,7,9-trimethyl-4-phenyl-1-azaspiro[4.5]deca-3,6,9-triene-2,8-dione BrC=1C(N(C2(C1C1=CC=CC=C1)C=C(C(C(=C2)C)=O)C)C)=O